(S)-1-isopropyl-3-phenyl-1,2,3,4-tetrahydroquinoxaline C(C)(C)N1C[C@@H](NC2=CC=CC=C12)C1=CC=CC=C1